9-(3-methoxycyclobutyl)-2,3-dimethyl-7-[rac-(2S,6R)-2-(1-cyclopropylpyrazol-4-yl)-6-methyl-morpholin-4-yl]pyrido[1,2-a]pyrimidin-4-one COC1CC(C1)C1=CC(=CN2C1=NC(=C(C2=O)C)C)N2C[C@@H](O[C@@H](C2)C)C=2C=NN(C2)C2CC2 |r|